O1COC2=CC3=C(N=C(S3)NC(C(C)Br)=O)C=C21 N-([1,3]dioxolo[4',5':4,5]benzo[1,2-d]thiazol-6-yl)-2-bromopropanamide